C(C(=O)O)(=O)O.NCCN1C(CCC1)=O 1-(2-aminoethyl)pyrrolidin-2-one oxalate